NC1=CC(=C(C=C1OC)N1CCC(CC1)N1CCC(CC1)CCOC1=C2CN(C(C2=CC=C1)=O)C1C(NC(CC1)=O)=O)CC 3-[4-[2-[1-[1-(4-amino-2-ethyl-5-methoxy-phenyl)-4-piperidyl]-4-piperidyl]ethoxy]-1-oxo-isoindolin-2-yl]piperidine-2,6-dione